2-[1-(benzenesulfonyl)-3-[3-(3-hydroxypropoxy)-4-(4-methylpiperazin-1-yl)phenyl]-1H-pyrazolo[3,4-c]pyridin-5-yl]-3-fluorophenol C1(=CC=CC=C1)S(=O)(=O)N1N=C(C=2C1=CN=C(C2)C2=C(C=CC=C2F)O)C2=CC(=C(C=C2)N2CCN(CC2)C)OCCCO